N-methyl-2-(piperazin-1-yl)thiazol-5-amide hydrochloride Cl.CNC(=O)C1=CN=C(S1)N1CCNCC1